BrC1=CC=C(C2=NSN=C21)Br 4,7-dibromo-[2,1,3]-benzothiadiazole